(R)-2-(6-fluoro-3-thioxo-2,5,6,7-tetrahydro-3H-pyrrolo[1,2-c]imidazol-1-yl)acetic acid ethyl ester C(C)OC(CC1=C2N(C(N1)=S)C[C@@H](C2)F)=O